FC1=C(C(=CC=C1)F)C1=NC=2N(C3=C(N1)C=NC(=C3)N3CCOCC3)N=CC2C#N 5-(2,6-difluorophenyl)-9-morpholino-6H-pyrazolo[1,5-a]pyrido[3,4-f][1,3,5]triazepine-3-carbonitrile